ClC1=C(CCNC(=O)C2=NC3=CC(=C(C=C3N(C2=O)C[C@@H]([C@@H]([C@@H](CO)O)O)O)C)C)C=CC(=C1)Cl N-(2,4-dichlorophenethyl)-6,7-dimethyl-3-oxo-4-((2S,3S,4R)-2,3,4,5-tetrahydroxypentyl)-3,4-dihydroquinoxaline-2-carboxamide